2-(2-(2-Aminoethyl)-1H-benzo[d]imidazol-1-yl)acetamide dihydrochloride Cl.Cl.NCCC1=NC2=C(N1CC(=O)N)C=CC=C2